5-[[2-[(2R,5S)-2-[3-Chloro-4-(trifluoromethyl)phenyl]-5-methyl-1-piperidyl]-2-oxo-acetyl]amino]pyridine-3-carboxamide ClC=1C=C(C=CC1C(F)(F)F)[C@@H]1N(C[C@H](CC1)C)C(C(=O)NC=1C=C(C=NC1)C(=O)N)=O